3-aminopyrimidin NN1CN=CC=C1